C(C)OC(C1=CN=C(C(=C1)[N+](=O)[O-])\C=C(/C(=C=O)OCC)\OC)=O (E)-6-(3-ethoxy-2-methoxy-3-carbonylprop-1-en-1-yl)-5-nitronicotinic acid ethyl ester